(2S,4R)-1-benzoyl-4-hydroxy-N-(4-(oxazol-5-yl)benzyl)pyrrolidine-2-carboxamide C(C1=CC=CC=C1)(=O)N1[C@@H](C[C@H](C1)O)C(=O)NCC1=CC=C(C=C1)C1=CN=CO1